Cyanomethyl-4-amino-3-chloro-5-fluoro-6-(7-fluoro-1H-indol-6-yl)pyridine-2-carboxylat C(#N)COC(=O)C1=NC(=C(C(=C1Cl)N)F)C1=CC=C2C=CNC2=C1F